OCCOCC(CO)O 3-(2'-hydroxyethoxy)propan-1,2-diol